4-[(3aS,6aR)-2-[4-(trifluoromethoxy)phenyl]-1,3,3a,4,6,6a-hexahydropyrrolo[3,4-c]pyrrol-5-yl]-6-chloro-1-methyl-2-oxo-1,5-naphthyridine-3-carbonitrile FC(OC1=CC=C(C=C1)N1C[C@@H]2CN(C[C@@H]2C1)C1=C(C(N(C2=CC=C(N=C12)Cl)C)=O)C#N)(F)F